4-(4-difluoromethyl-6-((1-methylpiperidin-3-yl)amino)pyridazin-3-yl)-3-ethoxymethoxybenzaldehyde FC(C1=C(N=NC(=C1)NC1CN(CCC1)C)C1=C(C=C(C=O)C=C1)OCOCC)F